C(C)(C)(C)OC(=O)NCCNCCCCCCCC(=O)OC(CCCCCCCC)CCCCCCCC 1-octylnonyl 8-[2-(tertbutoxycarbonylamino)ethylamino]octanoate